FC(C=1C=C(C=C(C1)C(F)(F)F)C1=NN(C=N1)/C=C/C(=O)NNC1=NC=CN=C1)(F)F (E)-3-(3-(3,5-bis(trifluoromethyl)phenyl)-1H-1,2,4-triazol-1-yl)-N'-(pyrazin-2-yl)acrylohydrazide